methyl 8-(3-(((tert-butyldimethylsilyl)oxy)methyl)cyclopent-1-en-1-yl)-9-(4-((1-(3-fluoropropyl)azetidin-3-yl)methyl)phenyl)-6,7-dihydro-5H-benzo[7]annulene-3-carboxylate [Si](C)(C)(C(C)(C)C)OCC1C=C(CC1)C=1CCCC2=C(C1C1=CC=C(C=C1)CC1CN(C1)CCCF)C=CC(=C2)C(=O)OC